C[C@@H]1N(C2=CC=CC=C2[C@@H](C1)NC1=CC=C(C=C1)C=1C=NN(C1)C1CCN(CC1)C(=O)OC(C)(C)C)C(CC)=O tert-Butyl 4-(4-(4-(((2S,4R)-2-methyl-1-propionyl-1,2,3,4-tetrahydroquinolin-4-yl)amino)phenyl)-1H-pyrazol-1-yl)piperidine-1-carboxylate